Cl.NCCN1C(=CC=2C1=CN=C(C2)C(F)(F)F)C(=O)OCC ethyl 1-(2-aminoethyl)-5-(trifluoromethyl)-1H-pyrrolo[2,3-c]pyridine-2-carboxylate hydrochloride